isocrotonyl alcohol C(\C=C/C)(=O)O